N12CCCNC2CCC1 1,5-diazabicyclo[4.3.0]nonane